ClC1=CC=C(C=C1)NC(=O)C1=CC=C(O1)C1=C(OC2CCN(CC2)C(=O)OC(C)(C)C)C=CC=C1 tert-butyl 4-(2-(5-((4-chlorophenyl)carbamoyl)furan-2-yl)phenoxy)piperidine-1-carboxylate